methyl trans-3-amino-1-methylcyclobutane-1-carboxylate HCl salt Methyl-trans-3-((tert-butoxycarbonyl)amino)-1-methylcyclobutane-1-carboxylate COC(=O)C1(CC(C1)NC(=O)OC(C)(C)C)C.Cl.NC1CC(C1)(C(=O)OC)C